2'-chloro-N-(5-(2-(3-hydroxycyclobutyl)ethyl)-1,3,4-thiadiazol-2-yl)-5'-methoxy-6-methyl-(4,4'-bipyridine)-3-carboxamide ClC1=NC=C(C(=C1)C1=C(C=NC(=C1)C)C(=O)NC=1SC(=NN1)CCC1CC(C1)O)OC